C1(=CC=CC=C1)C1=NC(=NC(=N1)C1=CC=CC=C1)N1C2=C(C3=CC=CC=C13)C=CN2 8-(4,6-diphenyl-1,3,5-triazin-2-yl)-1,8-dihydropyrrolo[2,3-b]indole